OC=1C=C(C=CC1OC)C1OCC2=CC=CC=C2C1 3-(3-hydroxy-4-methoxyphenyl)isochroman